3,5-diisopropylphenyllithium C(C)(C)C=1C=C(C=C(C1)C(C)C)[Li]